ClC1=CSC(=C1)Cl 3,5-dichlorothiophen